N-(3-chloro-4-((3,5-dimethyl-4-oxo-3,4-dihydroquinazolin-6-yl)oxy)pyridin-2-yl)propane-1-sulfonamide Methyl-(S)-4-nitro-3-((oxetan-2-ylmethyl)amino)-5-(oxetan-3-yloxy)benzoate COC(C1=CC(=C(C(=C1)OC1COC1)[N+](=O)[O-])NC[C@H]1OCC1)=O.ClC=1C(=NC=CC1OC=1C(=C2C(N(C=NC2=CC1)C)=O)C)NS(=O)(=O)CCC